(19R)-3-(cyclopropylmethyl)-10-ethyl-16-fluoro-19-methyl-20-oxa-3,4,10,11,23-pentaazapentacyclo[19.3.1.02,6.08,12.013,18]pentacosa-1(24),2(6),4,8,11,13,15,17,21(25),22-decaen-22-amine C1(CC1)CN1C=2C3=CN=C(C(O[C@@H](C4=CC(=CC=C4C4=NN(C=C4CC2C=N1)CC)F)C)=C3)N